C(C)(=O)N[C@H](C(=O)N1[C@@H](C[C@H](C1)O)C(=O)N[C@@H](C)C1=CC=C(C=C1)C1=C(N=CS1)C)C(C)(C)C (2S,4R)-1-[(2S)-2-acetamido-3,3-dimethylbutanoyl]-4-hydroxy-N-[(1S)-1-[4-(4-methyl-1,3-thiazol-5-yl)phenyl]ethyl]pyrrolidine-2-carboxamide